2-(2-(benzyloxy)-4-(1-methyl-1H-tetrazol-5-yl)phenyl)-7-(2,2,6,6-tetramethylpiperidin-4-yl)imidazo[1,2-a]pyrimidine C(C1=CC=CC=C1)OC1=C(C=CC(=C1)C1=NN=NN1C)C=1N=C2N(C=CC(=N2)C2CC(NC(C2)(C)C)(C)C)C1